CC1=C(C=CC(=C1)N)NC1=CC(=CC(=C1)NC1=C(C=C(C=C1)N)C)NC1=C(C=C(C=C1)N)C 1,3,5-tri(2-methyl-4-aminophenylamino)benzen